ClC=1C=CC=2NNC(=CC2N1)CNC(OCCCC)=O butyl ((6-chloro-1,2-dihydropyrido[3,2-c]pyridazin-3-yl)methyl)carbamate